FC=1C(=NC(=NC1)NC1=NC=C(C=C1)C1CCN(CC1)C)C1=C(C2=C(S1)C1(CC1)NC2=O)C 2-[5-Fluoro-2-[[5-(1-methylpiperidin-4-yl)pyridin-2-yl]amino]pyrimidin-4-yl]-3-methyl-spiro[5H-thieno[2,3-c]pyrrole-6,1'-cyclopropane]-4-one